5-nitro-1-methylbenzo[d][1,3,2]thiaselenazol-1-one [N+](=O)([O-])C=1C=CC2=C([Se]NS2(=O)C)C1